C(C)(C)(C)C1=C(O[Al](CC(C)C)OC2=C(C=C(C=C2C(C)(C)C)C)C(C)(C)C)C(=CC(=C1)C)C(C)(C)C bis(2,6-di-tert-butyl-4-methylphenoxy)(isobutyl)aluminum